C(C)(C)(C)OC(N(CCC)C1=C(C(=CC=C1F)[N+](=O)[O-])F)=O (2,6-difluoro-3-nitrophenyl)(propyl)carbamic acid tert-butyl ester